ClC1=C(N=C2N1C=CC(=C2)C(=O)O)C2=C(C=CC=C2F)C=2N=CN(C2C)C 3-chloro-2-(2-(1,5-dimethyl-1H-imidazol-4-yl)-6-fluorophenyl)imidazo[1,2-a]pyridine-7-carboxylic acid